1-(2-chloro-5-fluorophenyl)-8-(3-fluoro-5-(trifluoromethyl)benzamido)-3-oxo-N-(pyridin-2-ylmethyl)-1,2,3,4-tetrahydropyrrolo[1,2-a]pyrazine-6-carboxamide ClC1=C(C=C(C=C1)F)C1C=2N(CC(N1)=O)C(=CC2NC(C2=CC(=CC(=C2)C(F)(F)F)F)=O)C(=O)NCC2=NC=CC=C2